(R)-N-(4-(3-((5-bromopyrimidin-2-yl)amino)pyrrolidin-1-yl)-2-(4-methylpiperazin-1-yl)quinazolin-7-yl)acrylamide BrC=1C=NC(=NC1)N[C@H]1CN(CC1)C1=NC(=NC2=CC(=CC=C12)NC(C=C)=O)N1CCN(CC1)C